[Na+].P(=O)([O-])([O-])O.[Na+] sodium phosphate Sodium salt